2-PROPOXY-PYRIDINE-3-CARBALDEHYDE C(CC)OC1=NC=CC=C1C=O